CC1=C(C(=CC(=C1)C)C)S(=O)(=O)N1CCC(CC1)CC1=CC=CC=C1 1-((2,4,6-Trimethylphenyl)sulfonyl)-4-Benzylpiperidine